C[C@@H]1CN(C[C@@H](O1)C)C(=O)C=1C2=C(N(N1)CC(=O)N1CCC(CC1)C1=CC(=CC=C1)CC(F)(F)F)CCC2 2-{3-[(2R,6S)-2,6-Dimethylmorpholin-4-carbonyl]-5,6-dihydrocyclopenta[c]pyrazol-1(4H)-yl}-1-{4-[3-(2,2,2-trifluoroethyl)phenyl]piperidin-1-yl}ethan-1-on